CC/C=C\C/C=C\C/C=C\C/C=C\CCCCC(=O)OC[C@H](COP(=O)([O-])OCC[N+](C)(C)C)O 1-(6Z,9Z,12Z,15Z-octadecatetraenoyl)-glycero-3-phosphocholine